3,6-bis(4-methylphenyl)-2,5-dihydropyrrolo[3,4-c]pyrrole-1,4-dione CC1=CC=C(C=C1)C=1NC(C2=C(NC(C21)=O)C2=CC=C(C=C2)C)=O